(R)-2-(7-(4-Chloro-3-(trifluoromethyl)benzoyl)-2-(isopropylamino)-6-methyl-4-oxo-5,6,7,8-tetrahydropyrido[3,4-d]pyrimidin-3(4H)-yl)-N-methyloxazole-4-carboxamide ClC1=C(C=C(C(=O)N2CC=3N=C(N(C(C3C[C@H]2C)=O)C=2OC=C(N2)C(=O)NC)NC(C)C)C=C1)C(F)(F)F